hydroxy-6,6-dimethyl-4-diphenylamino-6H-indeno[5,6]thiadiazole OC=1C(C=C2C=C3C(N=NS3)=C(C12)N(C1=CC=CC=C1)C1=CC=CC=C1)(C)C